C(CC)C1=NC=C(C=N1)NC(O[C@H](C)[C@H](C)OC1=CC2=C(N=C(S2)C2=C3N=CC(=NC3=CC(=C2)C)OC)C=C1F)=O (2R,3S)-3-((5-fluoro-2-(2-methoxy-7-methylquinoxalin-5-yl)benzo[d]thiazol-6-yl)oxy)butan-2-yl (2-propylpyrimidin-5-yl)carbamate